BrC1=CC2=CN(N=C2C=C1OCCCCOC1=CC=CC(=N1)C(=O)OC)C1CCC(CC1)CO Methyl 6-[4-[5-bromo-2-[4-(hydroxymethyl)cyclohexyl]indazol-6-yl]oxybutoxy]pyridine-2-carboxylate